tert-butyl (1-(4-formylbenzyl)spiro[2.5]octan-6-yl)carbamate C(=O)C1=CC=C(CC2CC23CCC(CC3)NC(OC(C)(C)C)=O)C=C1